CC=1SC(=C(N1)C)CON=C1NC2=CC=C(C=C2C(N1CC=1C=NN(C1)C)=O)S(=O)(=O)Cl 2-[(2,4-dimethylthiazol-5-yl)methoxyimino]-3-[(1-methylpyrazol-4-yl)methyl]-4-oxo-1H-quinazoline-6-sulfonyl chloride